6-(5-bromo-3-fluoropyridin-2-yl)-2-oxa-6-azaspiro[3.3]heptane BrC=1C=C(C(=NC1)N1CC2(COC2)C1)F